((2S,3R,6R)-4-benzyl-2,6-dimethylmorpholin-3-yl)methan-d2-ol C(C1=CC=CC=C1)N1[C@@H]([C@@H](O[C@@H](C1)C)C)C(O)([2H])[2H]